5-Ethynyl-2-{[2-methoxy-4-(4-methylpiperazin-1-yl)phenyl]amino}-8-methylpyrido[2,3-d]pyrimidin-7-one C(#C)C1=CC(N(C=2N=C(N=CC21)NC2=C(C=C(C=C2)N2CCN(CC2)C)OC)C)=O